(S)-N-(7-((4-hydroxy-1-(4-phenoxypyridineformyl)piperidin-4-yl)ethynyl)-5-methyl-4-oxo-2,3,4,5-tetrahydrobenzo[b][1,4]oxazepin-3-yl)-4-phenoxypyridineamide OC1(CCN(CC1)C(=O)C1=NC=CC(=C1)OC1=CC=CC=C1)C#CC1=CC2=C(OC[C@@H](C(N2C)=O)NC(=O)C2=NC=CC(=C2)OC2=CC=CC=C2)C=C1